tert-butyl (S)-2-(6-(5-chloro-2-((oxan-4-yl)amino)pyrimidin-4-yl)-1-oxoisoindolin-2-yl)propanoate ClC=1C(=NC(=NC1)NC1CCOCC1)C1=CC=C2CN(C(C2=C1)=O)[C@H](C(=O)OC(C)(C)C)C